N-(1-(2-benzyl-benzo[b]thiophen-7-yl)-4,5,6,7-tetrahydro-1H-indazol-4-yl)acetamide C(C1=CC=CC=C1)C1=CC2=C(S1)C(=CC=C2)N2N=CC=1C(CCCC21)NC(C)=O